N1C=CC=2C1=NC=CC2N2CCSC(=C2)C(=O)N2CC1=C(CC2)N=CN1 (4-(1H-pyrrolo[2,3-b]pyridin-4-yl)-3,4-dihydro-2H-1,4-thiazin-6-yl)(3,4,6,7-tetrahydro-5H-imidazo[4,5-c]pyridin-5-yl)methanone